C12N(CC(C1)C2)C2=NC=C(C=N2)C(=O)NC=2C(=NC=CC2C2=C(C=CC(=C2)F)F)C2CCC(CC2)(F)F 2-(2-azabicyclo[2.1.1]hexan-2-yl)-N-(2-(4,4-difluorocyclohexyl)-4-(2,5-difluorophenyl)pyridin-3-yl)pyrimidine-5-carboxamide